2-(4-chloro-9-phenyl-1,10-phenanthroline-2-yl)-2-methylpropan-1-ylium ClC1=CC(=NC2=C3N=C(C=CC3=CC=C12)C1=CC=CC=C1)C([CH2+])(C)C